[Cl-].OC(CC)C=1NC=C[N+]1C 1-hydroxypropyl-3-methylimidazolium chloride salt